2-chloro-6-(pyrrolidin-1-ylmethyl)-N-(1-(3,4,5-trimethoxyphenyl)-1H-imidazol-4-yl)thieno[2,3-d]pyrimidin-4-amine ClC=1N=C(C2=C(N1)SC(=C2)CN2CCCC2)NC=2N=CN(C2)C2=CC(=C(C(=C2)OC)OC)OC